4-[3-[2,6-Dichloro-4-(3-methyl-3,6-diazabicyclo[3.1.1]heptan-6-yl)benzoyl]-2,4-dihydro-1,3-benzoxazin-8-yl]-5-fluoro-2-(3-oxa-8-azabicyclo[3.2.1]octan-8-yl)benzoic acid ClC1=C(C(=O)N2COC3=C(C2)C=CC=C3C3=CC(=C(C(=O)O)C=C3F)N3C2COCC3CC2)C(=CC(=C1)N1C2CN(CC1C2)C)Cl